C(C)C=1C=NC2=C(C(=CC=C2N1)CN1CCN(CC1)C=1C=NC2=C(N=CC=C2C1)NC)F 3-ethyl-8-fluoro-7-((4-(8-(methylamino)-1,7-naphthyridin-3-yl)piperazin-1-yl)methyl)quinoxalin